OC[C@H](C(C)(C)C)N1C(N=CC=C1C1=CC=C(C=C1)OC(F)(F)F)C=1C=NN(C1)C N-[(2S)-1-Hydroxy-3,3-dimethylbutan-2-yl]-2-(1-methyl-1H-pyrazol-4-yl)-6-[4-(trifluoromethoxy)phenyl]pyrimidin